COC=1C=CC(=NC1)COC=1C=CC2=C(N=C(O2)C=2C=CC(N(N2)C)=O)C1 6-{5-[(5-Methoxypyridin-2-yl)methoxy]-1,3-benzoxazol-2-yl}-2-methyl-2,3-dihydropyridazin-3-one